3-(2-hydroxyethyl)-3-methyloxetane OCCC1(COC1)C